2,3-Diiodonaphthalene IC1=CC2=CC=CC=C2C=C1I